ClC=1C=NC(=NC1)NC1CCNCC1 5-chloro-N-(piperidin-4-yl)pyrimidin-2-amine